FC=1C(=C(C=CC1F)C1CCN(CC1)C(=O)C=1C2=C(NN1)CN(C2)C(=O)OC(C)(C)C)C(F)(F)F tert-butyl 3-(4-(3,4-difluoro-2-(trifluoromethyl)phenyl)piperidine-1-carbonyl)-4,6-dihydropyrrolo[3,4-c]pyrazole-5(1H)-carboxylate